C(C)(C)(C)OC(=O)NN1C(=NC(=C1)C(=C)C)C(=O)OCC ethyl 1-[(tert-butoxycarbonyl)amino]-4-(prop-1-en-2-yl)imidazole-2-carboxylate